C=CCCCCCCCCCCCCCCCCCCCCC tricos-1-ene